ClC1=C(C(=CC=C1)N1CCN(CC1)C(C)C)NC(=O)N1CC(CC1)(OC1=CC=CC=C1)C N-(2-chloro-6-(4-isopropylpiperazin-1-yl)phenyl)-3-methyl-3-phenoxypyrrolidine-1-carboxamide